(2S,3S,5R)-4-[[3-(4-Fluoro-2-methoxy-3-methyl-phenyl)-5-methyl-5-(trifluoromethyl)tetrahydrofuran-2-carbonyl]amino]pyridin-2-carboxamid FC1=C(C(=C(C=C1)[C@H]1[C@H](O[C@](C1)(C(F)(F)F)C)C(=O)NC1=CC(=NC=C1)C(=O)N)OC)C